N,2-dimethyl-N-(1-methylethyl)-naphthalen-1-amine CN(C1=C(C=CC2=CC=CC=C12)C)C(C)C